diphenyl-bis[2-(3,4-epoxycyclohexyl)ethyl]silane C1(=CC=CC=C1)[Si](CCC1CC2C(CC1)O2)(CCC2CC1C(CC2)O1)C1=CC=CC=C1